(-)-N-(3,3-difluoro-2-(5-fluoro-6-(4-fluorophenyl)-4-(2-hydroxypropan-2-yl)pyridin-2-yl)-2-hydroxyMethylbutyl)-8-methoxy-3-methylcinnoline-6-carboxamide FC(C(CNC(=O)C=1C=C2C=C(N=NC2=C(C1)OC)C)(CO)C1=NC(=C(C(=C1)C(C)(C)O)F)C1=CC=C(C=C1)F)(C)F